ClC1=C(C=CC=C1)N1[C@@H](CCC1)C(=O)O (2-chlorophenyl)proline